FCS(=O)(=O)NC1C2C(N(C1COC1CCC(CC1)C1=CC(=CC=C1)F)C(=O)[O-])COC2 3-((fluoromethyl)sulfonamido)-2-((((1s,4S)-4-(3-fluorophenyl)-cyclohexyl)oxy)methyl)hexahydro-1H-furo[3,4-b]pyrrole-1-carboxylate